acrylic acid (formate) C(=O)O.C(C=C)(=O)O